C(CCCCCCCCCCCCCCC)(=O)C(OP(OC[C@@H](CO)OO)(=O)[O-])C[N+](C)(C)C palmitoyl-2-hydroxysn-glycero-3-phosphocholine